C(C)(C)(C)OC(=O)N1C(CC(CC1)O)C(N[C@@H](CC(C=O)F)C1=CC=CC=C1)=O (((1S)-3-fluoro-4-oxo-1-phenylbutyl)carbamoyl)-4-hydroxypiperidine-1-carboxylic acid tert-butyl ester